NC1=CC(=NC=C1C#N)SC 4-amino-2-(methylthio)pyridine-5-carbonitrile